C(C)OC1=C(C=CC=C1)[C@]1(C[C@@H]2[C@H](N(OC2(C)C)C)[C@H](C1)C)C |r| rac-(3aR,5R,7S,7aR)-5-(2-ethoxyphenyl)-1,3,3,5,7-pentamethyloctahydrobenzo[c]isoxazole